The molecule is a tetrasaccharide derivative that is a methyl tetraarabinofuranoside corresponding to part of the arabinomannanan portion of the lipoarabinomannan from Mycobacterium tuberculosis. It has a role as an epitope. CO[C@@H]1[C@H]([C@@H]([C@H](O1)CO[C@@H]2[C@H]([C@@H]([C@H](O2)CO)O[C@@H]3[C@H]([C@@H]([C@H](O3)CO)O)O[C@H]4[C@H]([C@@H]([C@H](O4)CO)O)O)O)O)O